2-(4-(2,4-difluorophenoxy)piperidin-1-yl)-5-(methylsulfonylphenyl)-2-fluoro-6-methoxybenzamide FC1=C(OC2CCN(CC2)C2(C(C(=O)N)C(=C(C=C2)C2=C(C=CC=C2)S(=O)(=O)C)OC)F)C=CC(=C1)F